4-methyl-ethyl-3,5-heptanediol dibenzoate C(C1=CC=CC=C1)(=O)OC(CCCC)C(C(CC)OC(C1=CC=CC=C1)=O)C